BrC=1C=C2C(=C(NC2=CC1)C=1C(=NC=CC1)[C@H](C)OC)CC(CO[Si](C1=CC=CC=C1)(C1=CC=CC=C1)C(C)(C)C)(F)F 5-bromo-3-{3-[(tert-butyldiphenylsilyl)oxy]-2,2-difluoropropyl}-2-{2-[(1S)-1-methoxyethyl]pyridin-3-yl}-1H-indole